tert-butyl (R)-(1-(((3-(2-(4,4-difluoroazepan-1-yl)-4-methyl-5-(trifluoromethyl)nicotinamido)phenyl)(methyl)(oxo)-λ6-sulfaneylidene)carbamoyl)cyclobutyl)carbamate FC1(CCN(CCC1)C1=C(C(=O)NC=2C=C(C=CC2)[S@](=O)(C)=NC(=O)C2(CCC2)NC(OC(C)(C)C)=O)C(=C(C=N1)C(F)(F)F)C)F